Methyl-2,2-dimethyl-3-oxobutanoate COC(C(C(C)=O)(C)C)=O